4-[(1S,4R,5R)-5-[[5-cyclopropyl-3-(2,6-dichlorophenyl)-1,2-oxazol-4-yl]methoxy]-3-oxo-2-azabicyclo[2.2.1]heptan-2-yl]benzoic acid C1(CC1)C1=C(C(=NO1)C1=C(C=CC=C1Cl)Cl)CO[C@H]1[C@@H]2C(N([C@H](C1)C2)C2=CC=C(C(=O)O)C=C2)=O